Cl.N1C[C@H](CC1)CNC(=O)C1=CC2=C(N3C(S2)=NC(=C3)C3=CC=C(C=C3)C)C=C1 (S)-N-(pyrrolidin-3-ylmethyl)-2-(p-tolyl)benzo[d]imidazo[2,1-b]thiazole-7-carboxamide hydrochloride